ClC1=CC=CC(=N1)C1=CN=C2N1C=C(N=C2)C(F)(F)F 3-(6-chloropyridin-2-yl)-6-(trifluoromethyl)imidazo[1,2-a]pyrazine